Methyl (S)-8-aminochromane-2-carboxylate NC=1C=CC=C2CC[C@H](OC12)C(=O)OC